OC1=C(C=C(C=C1C)CC1=CC(=CC=C1O)C)C 6-[(4-hydroxy-3,5-dimethylphenyl)methyl]-4-methylphenol